3-((1-methyl-1H-1,2,4-triazol-3-yl)methyl)-1-(2,4,5-trifluorobenzyl)-1,3,5-triazine-2,4-dione CN1N=C(N=C1)CN1C(N(C=NC1=O)CC1=C(C=C(C(=C1)F)F)F)=O